C(C1=CC=CC=C1)OC1=CC2=C(OC[C@@H](C(N2C)=O)NC(OC(C)(C)C)=O)C=C1 tert-butyl (S)-(7-(benzyloxy)-5-methyl-4-oxo-2,3,4,5-tetrahydrobenzo[b][1,4]oxazepin-3-yl)carbamate